CNCCC[Si](OC)(OC)OC N-methyl-aminopropyltrimethoxysilane